Cl(=O)(=O)(=O)[O-].C1(=C(C=CC=C1)[NH3+])[NH3+].Cl(=O)(=O)(=O)[O-] phenylenediammonium perchlorate